2-[1-[4-(4,4,5,5-tetramethyl-1,3,2-dioxaborolan-2-yl)phenyl]-4-piperidyl]ethanol CC1(OB(OC1(C)C)C1=CC=C(C=C1)N1CCC(CC1)CCO)C